O=C1N(CC2=C(C=CC=C12)N(CC1CC2(C1)CCC2)C2CCC(CC2)NCC2(CC2)C(F)(F)F)C2C(NC(CC2)=O)=O 3-(1-oxo-4-{[(1r,4r)-4-({[1-(trifluoromethyl)cyclopropyl]methyl}amino)cyclohexyl]({spiro[3.3]heptan-2-ylmethyl})amino}-3H-isoindol-2-yl)piperidine-2,6-dione